[Cl-].OC(C[N+](C)(C)C)C 2-hydroxypropyl-N,N,N-trimethylammonium chloride